O(O)C(=C=C=C=CC(=O)O)CC 6-Hydroperoxy-octa-tetraenoic acid